3-(sec-butyl)-8-fluoro-N-(1-(oxetan-3-yl)piperidin-4-yl)-2-oxo-1,2,3,5-tetrahydro-4H-benzo[1,4]diazepine-4-carboxamide C(C)(CC)C1C(NC2=C(CN1C(=O)NC1CCN(CC1)C1COC1)C=CC(=C2)F)=O